3-(chlorodifluoromethyl)-6-(6-((1,1,1-trifluoro-3-methylbutan-2-yl)oxy)pyridin-3-yl)-[1,2,4]triazolo[4,3-a]pyrazine ClC(C1=NN=C2N1C=C(N=C2)C=2C=NC(=CC2)OC(C(F)(F)F)C(C)C)(F)F